[Zn].N1(CCOCC1)C(COCCOCCO)O morpholinyl-triethylene glycol zinc